C1(CC1)C1CC(C1)C(=O)O 3-cyclopropyl-cyclobutanecarboxylic acid